4-[(2S)-2-acetamido-2-{[(1s,4s)-4-{[6-chloro-2-(trifluoromethyl)quinolin-4-yl]amino}cyclohexyl]carbamoyl}ethyl]phenyl acetate C(C)(=O)OC1=CC=C(C=C1)C[C@@H](C(NC1CCC(CC1)NC1=CC(=NC2=CC=C(C=C12)Cl)C(F)(F)F)=O)NC(C)=O